BrC=1C2C=CC(C1S(=O)(=O)C1=CC=C(C)C=C1)N2C(=O)OC(C)(C)C tert-Butyl 2-bromo-3-tosyl-7-azabicyclo[2.2.1]hepta-2,5-diene-7-carboxylate